NC=1C=CC(=C(C(=O)O)C1)[N+](=O)[O-] 5-Amino-2-nitrobenzoic acid